ONC1(COC1)C1(CN(CC1)C(C1=CC=C(C=C1)OC)=O)COC1=CC=C(C=C1)C1=CC=C(C=C1)C#N 4'-((3-(3-(hydroxyamino)oxetan-3-yl)-1-(4-methoxybenzoyl)pyrrolidin-3-yl)methoxy)-[1,1'-biphenyl]-4-carbonitrile